ClC1=CC=C(C=C1)C=1C(=NN2C1N=C(C=C2N2CC(C2)C(=O)N)OCC(C)(C)O)C=2C=NC(=CC2)C#N 1-[3-(4-chlorophenyl)-2-(6-cyano-3-pyridyl)-5-(2-hydroxy-2-methyl-propoxy)pyrazolo[1,5-a]pyrimidin-7-yl]azetidine-3-carboxamide